ClC=1C=C(C=CC1F)N1C(=NC(=C1)F)[C@H]1N(C(OC1)=O)C1=CC(=C2C(=N1)SC=C2)C(F)(F)F (R)-4-(1-(3-chloro-4-fluorophenyl)-4-fluoro-1H-imidazole-2-yl)-3-(4-(trifluoromethyl)thieno[2,3-b]pyridin-6-yl)oxazolidin-2-one